tert-butyl 5-(benzyloxy)-3a-(1-(4-fluorophenyl)-6-methyl-1H-indazol-5-yl)hexahydrocyclopenta[c]pyrrole-2(1H)-carboxylate C(C1=CC=CC=C1)OC1CC2(C(CN(C2)C(=O)OC(C)(C)C)C1)C=1C=C2C=NN(C2=CC1C)C1=CC=C(C=C1)F